C1=CC=CC=2C3=CC=CC=C3C(C12)COC(=O)NCCOCCOCCC(=O)N[C@H](C(=O)NCCC(=O)O)CSSC1=NC=CC=C1 3-[(2R)-2-(3-{2-[2-({[(9H-fluoren-9-yl)methoxy]carbonyl}amino)ethoxy]ethoxy}propanamido)-3-(pyridin-2-yldisulfanyl)propanamido]propanoic acid